Br[Si]1(CC[SiH](CC1)CCCC)CCCC 1-bromo-1,4-dibutyl-1,4-disilacyclohexane